1-((1R,2R,4R)-bicyclo[2.2.1]hept-5-en-2-ylmethyl)-5-methyl-1H-pyrazole [C@H]12[C@@H](C[C@H](C=C1)C2)CN2N=CC=C2C